tert-butyl (3S,4S)-4-{2-[4,7-difluoro-3,3-dimethyl-2-oxo-5-(trifluoromethyl)indol-1-yl]acetamido}-3-methylpentanoate FC1=C2C(C(N(C2=C(C=C1C(F)(F)F)F)CC(=O)N[C@H]([C@H](CC(=O)OC(C)(C)C)C)C)=O)(C)C